FC1=C(COC2=C(C(N(C(=C2)C)C=2C=C(CNC(=O)NC)C=CC2)=O)Br)C=CC(=C1)F 1-(3-(4-(2,4-difluorobenzyloxy)-3-bromo-6-methyl-2-oxopyridin-1(2H)-yl)benzyl)-3-methylurea